bis-(dimethylphosphino)amine CP(C)NP(C)C